COS(=O)(=O)[O-].C(CCC)N1C=[N+](C=C1)C 1-butyl-3-methylimidazolium methyl-sulfate